Octyl-decanol C(CCCCCCC)C(CCCCCCCCC)O